tert-Butyl 2-chloro-6-[3-[2-oxo-3-[1-(trifluoromethyl)cyclopropyl]propoxy]pyrazol-1-yl]pyridine-3-carboxylate ClC1=NC(=CC=C1C(=O)OC(C)(C)C)N1N=C(C=C1)OCC(CC1(CC1)C(F)(F)F)=O